FCCC(OCC(C=C)O)OCC(C=C)O 1,1'-((3-fluoropropane-1,1-diyl)bis(oxy))bis(but-3-en-2-ol)